CC1=C(OCC(=O)OCC)C=CC(=C1)SCN1N=CN(C1=O)C1=CC=C(C=C1)C(F)(F)F Ethyl 2-(2-methyl-4-(((5-oxo-4-(4-(trifluoromethyl)phenyl)-4,5-dihydro-1H-1,2,4-triazol-1-yl)methyl)thio)-phenoxy)acetate